4-Amino-piperidine-4-carboxylic acid NC1(CCNCC1)C(=O)O